N1CC=C2C(C=CC=C12)=O indol-4(2H)-one